O1CC(CC1)NC=1N=NC=C2C1C=NC=C2 4-((tetrahydrofuran-3-yl)amino)pyrido[3,4-d]pyridazin